NC1=C2C(=NC=N1)N(N=C2C2=CC=C(C=C2)OC2=CC=CC=C2)C2CCN(CC2)C(CCCCCCSC2=C1C(N(C(C1=CC=C2)=O)C2C(NC(CC2)=O)=O)=O)=O 4-((7-(4-(4-amino-3-(4-phenoxyphenyl)-1H-pyrazolo[3,4-d]pyrimidin-1-yl)piperidine-1-yl)-7-oxoheptyl)thio)-2-(2,6-dioxopiperidin-3-yl)isoindoline-1,3-dione